6-hydroxy-3,4-dihydro-1H-isochromen-1-one OC=1C=C2CCOC(C2=CC1)=O